N-(2-aminophenyl)-((4-((((1R,2S)-2-phenylcyclopropyl)amino)methyl)piperidin-1-yl)methyl)benzamide TFA salt OC(=O)C(F)(F)F.NC1=C(C=CC=C1)NC(C1=C(C=CC=C1)CN1CCC(CC1)CN[C@H]1[C@@H](C1)C1=CC=CC=C1)=O